O(CCC(C(=[N+](C)C)Cl)(C(CCNC(CCCCCCCC(=O)NCCCCl)=O)=[N+](C)C)Cl)Cl oxy-1,2-ethanediyl(dimethyliminio)-1,3-propanediylimino(1,9-dioxo-1,9-nonanediyl)imino-1,3-propanediyl(dimethyliminio)-1,2-ethanediyl Chlorid